O1C=C(C2=C1C=CC=C2)C=2C=C1CN(CC1=CC2)C(=O)NC2=CNC1=CC=C(C=C21)F 5-(benzofuran-3-yl)-N-(5-fluoro-1H-indol-3-yl)isoindoline-2-carboxamide